Cl.ClC=1C(=NC2=CC=C(C=C2C1)C=1C=C(C=CC1)C[O-])N1CCNCC1.C1(=CC=CC=C1)P(CCP(C1=CC=CC=C1)CCP(C1=CC=CC=C1)C1=CC=CC=C1)C1=CC=CC=C1 bis[2-(diphenylphosphino)ethyl]phenylphosphine [3-(3-chloro-2-piperazin-1-yl-6-quinolinyl)phenyl]methoxide hydrochloride